1-(5-(4-amino-1-cyclopropyl-1H-pyrazolo[3,4-d]pyrimidin-3-yl)imidazo[1,2-a]pyridin-8-yl)-3-(4-((4-ethylpiperazin-1-yl)methyl)-3-(trifluoromethyl)-phenyl)urea NC1=C2C(=NC=N1)N(N=C2C2=CC=C(C=1N2C=CN1)NC(=O)NC1=CC(=C(C=C1)CN1CCN(CC1)CC)C(F)(F)F)C1CC1